ClC1=C(C=C(C=C1N)C)NC1=C(C=C(C=C1)Cl)F 2-chloro-N1-(4-chloro-2-fluorophenyl)-5-methylbenzene-1,3-diamine